Cl.NCC(=O)C1=CC=C(C=C1)OC 2-amino-1-(4-methoxyphenyl)ethanone hydrochloride